C1(=C(C=CC=C1)C1=C(C2=C(SC3=C2C=CC=C3)C=C1)C1=C(C=CC=C1)C1=NN=NC(=C1C1=CC=CC=C1)C1=CC=CC=C1)C1=CC=CC=C1 biphenylyl-[(diphenyltriazinyl)phenyl]dibenzothiophene